1-(((2s,3r)-3-ethyl-5-oxopyrrolidin-2-yl)methoxy)-3,8-dimethylimidazo[1,2-a][1,7]naphthyridine-6-carboxamide C(C)[C@H]1[C@H](NC(C1)=O)COC1=NC(=CC=2C=C(C=3N(C12)C=C(N3)C)C(=O)N)C